methylnaphthyldipropoxysilane C[Si](OCCC)(OCCC)C1=CC=CC2=CC=CC=C12